2-(7H-pyrrolo[2,3-d]pyrimidin-4-yl)propan-2-ol Methyl-(2R)-2-(tert-butoxycarbonylamino)-3-spiro[3.3]heptan-2-yl-propanoate C[C@](C(=O)OC(C)(C)C=1C2=C(N=CN1)NC=C2)(CC2CC1(C2)CCC1)NC(=O)OC(C)(C)C